N-{(2S)-2-amino-4-[{(1R)-1-[1-benzyl-4-(2,5-difluorophenyl)-1H-pyrrol-2-yl]-2,2-dimethylpropyl}(glycolyl)amino]butyryl}-beta-alanyl-D-glutamic acid dibenzyl ester C(C1=CC=CC=C1)OC([C@H](NC(CCNC([C@H](CCN(C(CO)=O)[C@H](C(C)(C)C)C=1N(C=C(C1)C1=C(C=CC(=C1)F)F)CC1=CC=CC=C1)N)=O)=O)CCC(=O)OCC1=CC=CC=C1)=O